zinc 1-hydroxy-2(1H)-pyridinethione ON1C(C=CC=C1)=S.[Zn]